3-amino-6-methyl-4-[4-(trifluoromethoxy)phenyl]-1H-pyridin-2-one NC=1C(NC(=CC1C1=CC=C(C=C1)OC(F)(F)F)C)=O